[Ba].ClC=1C(=CC(C(C1)N=NC1=C(C(=CC2=CC=CC=C12)C(=O)O)O)=S(=O)=O)C 4-[(5-chloro-4-methyl-2-sulfonylphenyl)azo]-3-hydroxy-2-naphthoic acid barium